3-[7-chloro-5-fluoro-2-(trifluoromethyl)-1H-benzoimidazol-4-yl]-1-methyl-6-(trifluoromethyl)-1H-pyrimidin-2,4-dione ClC1=CC(=C(C2=C1NC(=N2)C(F)(F)F)N2C(N(C(=CC2=O)C(F)(F)F)C)=O)F